2-[(6-chloro-5-fluoropyridin-3-yl)oxy]Acetamidopiperidine-2-carboxylic acid ClC1=C(C=C(C=N1)OCC(=O)NN1C(CCCC1)C(=O)O)F